4-(but-3-en-1-yloxy)-2-phenyl-4,5-dihydro-oxazole C(CC=C)OC1N=C(OC1)C1=CC=CC=C1